FC1=C(C=CC(=C1)[N+](=O)[O-])N1CC2(CN(C2)C(=O)OC(C)(C)C)C1 tert-butyl 6-(2-fluoro-4-nitro-phenyl)-2,6-diazaspiro[3.3]heptane-2-carboxylate